ClC1=C(C=CC=C1)C1=NOC(=N1)N1CCC(CC1)C(=O)OC methyl 1-(3-(2-chlorophenyl)-1,2,4-oxadiazol-5-yl)piperidine-4-carboxylate